3-((5-(tert-butyl)-8-hydroxyquinolin-7-yl)(butyramido)-methyl)-N-(2-((2-(1-methyl-2,6-dioxo-piperidin-3-yl)-1,3-dioxoisoindolin-4-yl)amino)ethyl)-benzamide C(C)(C)(C)C1=C2C=CC=NC2=C(C(=C1)C(C=1C=C(C(=O)NCCNC2=C3C(N(C(C3=CC=C2)=O)C2C(N(C(CC2)=O)C)=O)=O)C=CC1)NC(CCC)=O)O